[Si](C1=CC=CC=C1)(C1=CC=CC=C1)(C(C)(C)C)O[C@H]1[C@H](COC1)O (3S,4R)-4-((tert-butyldiphenylsilyl)oxy)tetrahydrofuran-3-ol